NC=1N=CC2=CC(=C3C(=C2C1)CN(C3=O)C)OC 8-amino-4-methoxy-2-methyl-1,2-dihydro-3H-pyrrolo[3,4-f]isoquinolin-3-one